C1(=CC=CC=C1)N(C(=O)N1[C@@H]([C@H]2CC[C@@H](C1)N2C(N(CC=2C=NC=CC2)C)=O)C(=O)O)C2=CC=CC=C2 (1R,2S,5S)-3-(diphenylcarbamoyl)-8-(methyl(pyridine-3-ylmethyl)carbamoyl)-3,8-diazabicyclo[3.2.1]octane-2-carboxylic acid